3-(((4-bromo-2,3-dihydrofuro[2,3-c]pyridin-7-yl)amino)methyl)benzoic acid BrC1=C2C(=C(N=C1)NCC=1C=C(C(=O)O)C=CC1)OCC2